OCCS(=O)(=O)NC1=CC(=C(C=C1)N1N=NC(=C1)C1=NC(=NC(=C1)C)N1CCCCC1)N1CCC2(CC2)CC1 2-Hydroxy-N-(4-(4-(6-methyl-2-(piperidin-1-yl)pyrimidin-4-yl)-1H-1,2,3-triazole-1-yl)-3-(6-azaspiro[2.5]octane-6-yl)phenyl)ethanesulfonamide